BrC1=CC(=C(C(=C1)C)C1(CC12CCCCC2)C(=O)N)C (4-bromo-2,6-dimethylphenyl)spiro[2.5]octane-1-carboxamide